(2S)-3-[(3R)-3-amino-4-(2,4,5-trifluorophenyl)butanoyl]-3-azabicyclo[2.2.1]heptane-2-carbonitrile N[C@@H](CC(=O)N1[C@@H](C2CCC1C2)C#N)CC2=C(C=C(C(=C2)F)F)F